C[C@@H]1CN(C[C@H]2N1CC(C2)=O)C(=O)OC(C)(C)C tert-butyl (4R,8aS)-4-methyl-7-oxo-1,3,4,6,8,8a-hexahydropyrrolo[1,2-a]pyrazine-2-carboxylate